methyl-2-(3-methylbut-2-enyl)benzene-1,3-diol CC1=C(C(=C(C=C1)O)CC=C(C)C)O